(2R,3R,4R,5R,6R)-3-acetamido-4,5-dihydroxy-6-(hydroxymethyl)tetrahydro-2H-pyran C(C)(=O)N[C@@H]1CO[C@@H]([C@@H]([C@@H]1O)O)CO